2-(2-fluorophenyl)-N-{3-sulfamoyl-4-[5-(trifluoromethyl)-1,3,4-oxadiazol-2-yl]phenyl}acetamide FC1=C(C=CC=C1)CC(=O)NC1=CC(=C(C=C1)C=1OC(=NN1)C(F)(F)F)S(N)(=O)=O